C(CCCCCCCCCCC)N(CCN(CC(=O)N1CCN(CC1)C(CN(CCCCCCCCC)CCCCCCCCC)=O)CCCCCCCCC)CCCCCCCCCCCC 2-((2-(didodecylamino)ethyl)(nonyl)amino)-1-(4-(dinonylglycyl)piperazin-1-yl)ethan-1-one